[Pt].C(C1=CC=CC=C1)=CC(=O)C=CC1=CC=CC=C1 (dibenzylideneacetone) platinum